4-(1,2,3,6-tetrahydro-pyridin-4-yl)-thiophene-2-carboxylic acid [4-(1,2,3,6-tetrahydro-pyridin-4-yl)-phenyl]-amide trifluoroacetate FC(C(=O)O)(F)F.N1CCC(=CC1)C1=CC=C(C=C1)NC(=O)C=1SC=C(C1)C=1CCNCC1